N-((S)-1-(2,4-difluorophenyl)ethyl)-2-(2,6-dioxopiperidin-3-yl)-1-oxoisoindoline-5-carboxamide FC1=C(C=CC(=C1)F)[C@H](C)NC(=O)C=1C=C2CN(C(C2=CC1)=O)C1C(NC(CC1)=O)=O